C(C)C=1CC2CC(C2C1)=O racemic-3-ethylbicyclo[3.2.0]hept-3-ene-6-one